C(C)(C)(C)OC(=O)N1C2CC(C(C1)C2)C(=O)O 2-[(tert-butoxy)carbonyl]-2-azabicyclo[2.2.1]heptane-5-carboxylic acid